FC(CN1N=C(C(=C1)CC)N)F 1-(2,2-Difluoroethyl)-4-ethyl-1H-pyrazol-3-amine